4-[4-[(R)-amino(4,5-dichloro-2-hydroxyphenyl)methyl]piperidine-1-carbonyl]pyrrolidin-2-one N[C@H](C1CCN(CC1)C(=O)C1CC(NC1)=O)C1=C(C=C(C(=C1)Cl)Cl)O